Phenyl(phenylpyridinyl)triazinyl-(phenylbenzoselenophenyl)benzene C1(=CC=CC=C1)C1=C(C(=C(C=C1)C=1[Se]C2=C(C1C1=CC=CC=C1)C=CC=C2)C2=NN=NC=C2)C2=NC=CC=C2C2=CC=CC=C2